FC1=C(OC=2N=CC(=NC2)NC([C@H](C)N2CC(N(CC2)C(=O)[C@H]2CCC=3N(C2)C=NN3)(C)C)=O)C=CC(=C1)F (S)-N-(5-(2,4-difluorophenoxy)pyrazin-2-yl)-2-(3,3-dimethyl-4-((S)-5,6,7,8-tetrahydro-[1,2,4]triazolo[4,3-a]pyridine-6-carbonyl)piperazin-1-yl)propanamide